C1(CC1)C1=CC=C2C(=NC(=NN21)C2=CNC1=NC=C(C=C12)F)NC1C(C2CCC1CC2)C(=O)O 3-((7-cyclopropyl-2-(5-fluoro-1H-pyrrolo[2,3-b]pyridin-3-yl)pyrrolo[2,1-f][1,2,4]triazin-4-yl)amino)bicyclo[2.2.2]octane-2-carboxylic acid